stearylpentylenediamine C(CCCCCCCCCCCCCCCCC)NCCCCCN